(1R,2S,5R)-5-Methyl-2-(propan-2-yl)cyclohexyl (1R,2S)-2-[3-({1-[(2S)-butan-2-yl]-5-(3-phenylpropyl)-1H-pyrrole-2-carbonyl}amino)-4-(trifluoromethyl)phenyl]cyclopropane-1-carboxylate C[C@@H](CC)N1C(=CC=C1CCCC1=CC=CC=C1)C(=O)NC=1C=C(C=CC1C(F)(F)F)[C@@H]1[C@@H](C1)C(=O)O[C@H]1[C@@H](CC[C@H](C1)C)C(C)C